ClC1=C(C=CC(=C1)Cl)C1(OCC(O1)COC1=CC=C(C=C1)N1CCN(CC1)C1=CC=C(C=C1)N1C(N(N=C1)CCCCCCCC)=O)CN1N=CN=C1 4-[4-[4-[4-[[2-(2,4-Dichlorophenyl)-2-(1H-1,2,4-triazol-1-ylmethyl)-1,3-dioxolan-4-yl]methoxy]phenyl]-1-piperazinyl]phenyl]-2,4-dihydro-2-(n-octyl)-3H-1,2,4-triazol-3-one